FC1=C(CN2CCC(CC2)CC2C(C3=CC=C(C=C3C2)C2CCNCC2)=O)C=CC=C1 2-((1-(2-fluorobenzyl)piperidin-4-yl)methyl)-5-(piperidin-4-yl)-2,3-dihydro-1H-inden-1-one